[Mg].C(C)OCC diethyl ether magnesium